FC1=NC(=C2N=CN(C2=N1)C1OCC1)NC1=CC(=CC=C1)OC 2-fluoro-6-(3-methoxyanilino)-9-(oxetan-2-yl)-9H-purine